2-(3-(5-(2,4-difluorophenyl)isoxazole-3-carboxamido)-1-((3-methyloxetan-3-yl)methyl)azetidin-3-yl)acetic acid FC1=C(C=CC(=C1)F)C1=CC(=NO1)C(=O)NC1(CN(C1)CC1(COC1)C)CC(=O)O